OCCN(C(OCC(C)O)=O)CCO 2-hydroxypropyl bis(2-hydroxyethyl)carbamate